ethyl (E)-3-(5-bromo-1-methyl-1H-imidazol-2-yl)acrylate BrC1=CN=C(N1C)/C=C/C(=O)OCC